9-Methyl-7-(1H-pyrazol-4-yl)-8,9,10,11-tetrahydro-3H-pyrazolo[4,3-a]phenanthridine CC1CC=2C(=NC3=CC=C4C(=C3C2CC1)C=NN4)C=4C=NNC4